CSC=1SC2=C(N1)NC=C2CC(=O)O 2-(2-(methylthio)-4H-pyrrolo[2,3-d]thiazol-6-yl)acetic acid